terphenyldicarboxaldehyde C1(=C(C(=CC=C1)C=O)C=O)C=1C(=CC=CC1)C1=CC=CC=C1